ethyl-n-butyl-aluminum chloride C(C)[Al](CCCC)Cl